(3,3'',5,5''-tetra(adamantan-1-yl)-[1,1':3',1''-terphenyl]-2'-yl)benzene-1,2-diamine C12(CC3CC(CC(C1)C3)C2)C=2C=C(C=C(C2)C23CC1CC(CC(C2)C1)C3)C3=C(C(=CC=C3)C3=CC(=CC(=C3)C31CC2CC(CC(C3)C2)C1)C12CC3CC(CC(C1)C3)C2)C2=C(C(=CC=C2)N)N